p-Cumylphenoxyethylenglycol methacrylat C(C(=C)C)(=O)O.C(C)(C)(C1=CC=CC=C1)C1=CC=C(OC(CO)O)C=C1